C1(CCC1)C(=O)ON1C(C2=CC=CC=C2C1=O)=O 1,3-dioxoisoindol-2-yl cyclobutanecarboxylate